COC1=NC(=NN2C1=C(C=C2)C=2C=CC=1N(C2)N=C(N1)C)NC1CCC(CC1)(O)C (1r,4r)-4-((4-Methoxy-5-(2-methyl-[1,2,4]triazolo[1,5-a]pyridin-6-yl)pyrrolo[2,1-f][1,2,4]triazin-2-yl)amino)-1-methylcyclohexan-1-ol